tert-butyl (R)-((2-fluoro-3-(4,4,5,5-tetramethyl-1,3,2-dioxaborolan-2-yl)phenyl)(methyl)(oxo)-λ6-sulfaneylidene)carbamate FC1=C(C=CC=C1B1OC(C(O1)(C)C)(C)C)[S@](=O)(C)=NC(OC(C)(C)C)=O